CN1C(C(C=2C=C3C(=NNC(C3=CC21)=O)C)(C)C)=O 1,3,3,5-tetramethyl-7H-pyrrolo[3,2-g]phthalazine-2,8-dione